1-((1-propenoylazetidin-3-yl)methyl)-7-chloro-3-(2-(dimethylamino)ethoxy)-6-(3-hydroxynaphthalen-1-yl)quinoxalin-2(1H)-one C(C=C)(=O)N1CC(C1)CN1C(C(=NC2=CC(=C(C=C12)Cl)C1=CC(=CC2=CC=CC=C12)O)OCCN(C)C)=O